ClC1=CC=C(C=N1)CN(C1=CC(OC1)=O)CC(F)F 4-[[(6-chloropyridine-3-yl)methyl](2,2-Difluoroethyl)amino]Furan-2(5H)-one